2-[6-amino-5-(trifluoromethyl)pyridin-3-yl]-N-[1-(2-fluorophenyl)cyclobutyl]-6,7-dihydrospiro[pyrazolo[5,1-c][1,4]oxazine-4,3'-pyrrolidine]-1'-carboxamide NC1=C(C=C(C=N1)C1=NN2C(=C1)C1(CN(CC1)C(=O)NC1(CCC1)C1=C(C=CC=C1)F)OCC2)C(F)(F)F